[C-]#N.[Na+] Sodium cyanid